CN1N=C(C(=C1C(=O)O)C(F)(F)F)C1=CC=CC=C1 1-methyl-3-phenyl-4-(trifluoromethyl)-1H-pyrazole-5-carboxylic acid